3-(3-chlorophenoxy)-N-{3-[2-(3,4-dichlorophenoxy)acetylamino]bicyclo-[1.1.1]pentan-1-yl}propionamide ClC=1C=C(OCCC(=O)NC23CC(C2)(C3)NC(COC3=CC(=C(C=C3)Cl)Cl)=O)C=CC1